1-(1-chloroisoquinolin-5-yl)-2-oxo-7-(trifluoromethyl)-1,2-dihydro-1,8-naphthyridine-3-carboxylate ClC1=NC=CC2=C(C=CC=C12)N1C(C(=CC2=CC=C(N=C12)C(F)(F)F)C(=O)[O-])=O